N-(5-((6-((R)-3-([1,1'-biphenyl]-3-yl)isoxazolidin-2-yl)pyrimidin-4-yl)amino)-4-methoxy-2-((R)-2-methylmorpholino)phenyl)acrylamide C1(=CC(=CC=C1)[C@@H]1N(OCC1)C1=CC(=NC=N1)NC=1C(=CC(=C(C1)NC(C=C)=O)N1C[C@H](OCC1)C)OC)C1=CC=CC=C1